C(C)OC1=CN=CC(=N1)C1=CC(=C(C(=O)N2[C@H](CCC2)C2=NC(=NC=C2)NS(=O)(=O)C2CC2)C=C1)F N-[4-[(2R)-1-[4-(6-ethoxypyrazin-2-yl)-2-fluorobenzoyl]Pyrrolidin-2-yl]Pyrimidin-2-yl]Cyclopropanesulfonamide